FC=1C=NC=CC1OC1CC2(C(N3[C@H](O2)CC[C@H]3C3=CC=CC=C3)=O)C1 (5'S,7a'R)-3-[(3-fluoropyridin-4-yl)oxy]-5'-phenyltetrahydro-3'H-spiro[cyclobutane-1,2'-pyrrolo[2,1-b][1,3]oxazol]-3'-one